N(N)C1=CC2=C(NC=N2)C=C1 5-hydrazino-1H-benzo[d]imidazole